4-((3-(1-(2,2-difluoroethyl)-3-(trifluoromethyl)-1H-pyrazol-4-yl)imidazo[1,2-a]pyrazin-8-yl)amino)-2-ethyl-N-(piperidin-3-yl)benzamide formate C(=O)O.FC(CN1N=C(C(=C1)C1=CN=C2N1C=CN=C2NC2=CC(=C(C(=O)NC1CNCCC1)C=C2)CC)C(F)(F)F)F